C(C(O)CC(=O)NN)(=O)NN DL-malic acid dihydrazide